FC(C1=NN=C(O1)C=1C=CC(=NC1)CN(S(=O)(=O)C1CCN(CC1)C1CCC(CC1)F)C=1C=C(C=CC1)C)F N-((5-(5-(difluoromethyl)-1,3,4-oxadiazol-2-yl)pyridin-2-yl)methyl)-1-((1s,4s)-4-fluorocyclohexyl)-N-(m-tolyl)piperidine-4-sulfonamide